ClC1=CC(=CC(=N1)N1CCC(CC1)NC([O-])=O)OC (1-(6-Chloro-4-methoxypyridin-2-yl)piperidin-4-yl)carbamate